2-methoxy-5-(4,4,5,5-tetramethyl-1,3,2-dioxaborolan-2-yl)thiazole COC=1SC(=CN1)B1OC(C(O1)(C)C)(C)C